CN1C(=NN=C1)C1(CCCC1)C=1C=C(C=CC1)N1C(C2=CC=CC(=C2C1)C(F)(F)F)=O 2-(3-(1-(4-methyl-4H-1,2,4-triazol-3-yl)cyclopentyl)phenyl)-4-(trifluoromethyl)isoindolin-1-one